N-methoxy-N,2-dimethylthiazole-4-carboxamide CON(C(=O)C=1N=C(SC1)C)C